[O-2].[U+6].[O-2].[O-2] uranium(VI) oxide